(R)-2'-Oxo-1',2',4,6-tetrahydrospiro[cyclopenta[b]thiophene-5,3'-pyrrolo[2,3-b]pyridine]-2-carboxylic acid O=C1[C@]2(C=3C(=NC=CC3)N1)CC1=C(SC(=C1)C(=O)O)C2